Cl.N[C@@H](C(=O)OC)CO methyl (2R)-2-amino-3-hydroxypropionate hydrochloride